N-[(3,5-difluoropyridin-2-yl)methyl]-2-[(3R)-3-methyl[1,4'-bipiperidin]-1'-yl]-thiazole-5-carboxamide FC=1C(=NC=C(C1)F)CNC(=O)C1=CN=C(S1)N1CCC(CC1)N1C[C@@H](CCC1)C